6-butyloxymethoxy-1,3-dimethylhexylmagnesium chloride C(CCC)OCOCCCC(CC(C)[Mg]Cl)C